ClC=1C=C(C=2N(N1)C=CN2)C2(CC2)C2=CC1=C(C=N2)C=C(N1)CC(F)(F)F 6-chloro-8-[(1S,2S)-1-[2-(2,2,2-trifluoroethyl)pyrrolo[3,2-c]pyridin-6-yl]cyclopropyl]imidazo[1,2-b]pyridazine